[Si](C)(C)(C(C)(C)C)OC[C@H]1OCC(CN(C1)C(=O)OC(C)(C)C)=C tert-butyl (S)-2-(((tert-butyldimethylsilyl)oxy)methyl)-6-methylene-1,4-oxazepane-4-carboxylate